5-bromo-3-((4-((dieth-ylamino)methyl)phenylimino)methyl)-2-hydroxyphenyl 4-meth-ylbenzoate CC1=CC=C(C(=O)OC2=C(C(=CC(=C2)Br)C=NC2=CC=C(C=C2)CN(CC)CC)O)C=C1